O=C1N(CCC(N1)=O)C1=C(C=C(C=C1F)N1CCN(CC1)C(=O)OC(C)(C)C)F tert-butyl 4-(4-(2,4-dioxotetrahydropyrimidin-1(2H)-yl)-3,5-difluorophenyl)piperazine-1-carboxylate